COC(=O)C1(CCC1)NCC1=C(C(=C(C=C1)OC)Cl)F 1-((3-chloro-2-fluoro-4-methoxybenzyl)amino)cyclobutanecarboxylic acid methyl ester